3-(3-((5-chloro-2-((1-(1-isopropylpiperidin-4-yl)-3-methyl-1H-pyrazol-4-yl)amino)pyrimidin-4-yl)amino)propyl)-1,3-oxazinan-2-one ClC=1C(=NC(=NC1)NC=1C(=NN(C1)C1CCN(CC1)C(C)C)C)NCCCN1C(OCCC1)=O